1-(6-(1-(3-(3-((4-aminopiperidin-1-yl)sulfonyl)phenyl)-2-methylpropyl)-piperidin-4-yl)-1-methyl-1H-indazol-3-yl)dihydropyrimidine-2,4(1H,3H)-dione hydrochloride Cl.NC1CCN(CC1)S(=O)(=O)C=1C=C(C=CC1)CC(CN1CCC(CC1)C1=CC=C2C(=NN(C2=C1)C)N1C(NC(CC1)=O)=O)C